16-(2-((2-(((9H-fluoren-9-yl)methoxy)carbonyl)-1,2-dimethylhydrazino)methyl)-1H-indol-1-yl)-4,7,10-tris(2-methoxyethyl)-5,8,11,14-tetraoxo-4,7,10,13-tetraazahexadecane-1-oic acid C1=CC=CC=2C3=CC=CC=C3C(C12)COC(=O)N(N(C)CC=1N(C2=CC=CC=C2C1)CCC(NCC(N(CC(N(CC(N(CCC(=O)O)CCOC)=O)CCOC)=O)CCOC)=O)=O)C